(3R)-3-{[2-(3,5-dimethyl-1H-pyrazol-4-yl)[1,2,4]triazolo[1,5-c]quinazolin-5-yl]amino}azepin-2-one CC1=NNC(=C1C1=NN2C(=NC=3C=CC=CC3C2=N1)NC=1C(N=CC=CC1)=O)C